ClC1=C(C=C(N=N1)NC(C(C)(C)C)=O)[C@@H](COC1CC1)N1C(N[C@@H](C1)C(F)(F)F)=O N-(6-Chloro-5-((S)-2-cyclopropoxy-1-((S)-2-oxo-4-(trifluoromethyl)imidazolidin-1-yl)ethyl)pyridazin-3-yl)pivalamide